C(C)(C)(C)OC(=O)N(C)CC1=CC(=C(C(=C1)C(F)(F)F)C=1C=C2C(=CN1)N(N=C2I)C(=O)OC(C)(C)C)F tert-butyl 5-(4-(((tert-butoxy carbonyl)(methyl)amino)methyl)-2-fluoro-6-(trifluoromethyl)phenyl)-3-iodo-1H-pyrazolo[3,4-c]pyridine-1-carboxylate